ClC1=C(CC2=CC(=CN2)S(=O)(=O)NC2=CC=CC=C2)C=CC=N1 5-(2-chloronicotinyl)-N-phenyl-1H-pyrrole-3-sulphonamide